C1(CC1)C1=C(C(=NO1)C)CN1C=2N(C3=CC=C(C=C3C1=O)S(=O)(=O)NC1(CC1)C)[C@@H](CN2)C (R)-4-((5-cyclopropyl-3-methylisoxazol-4-yl)methyl)-1-methyl-N-(1-methylcyclopropyl)-5-oxo-1,2,4,5-tetrahydroimidazo[1,2-a]quinazoline-7-sulfonamide